NC=1N=CN(C1C=O)CC1=CC=CC=C1 4-AMINO-1-BENZYLIMIDAZOLE-5-CARBALDEHYDE